C(C1=CC=CC=C1)OC1CC2N(C(C1)C2)C(=O)OC(C)(C)C trans-tert-butyl 3-(benzyloxy)-6-azabicyclo[3.1.1]heptane-6-carboxylate